cyclopentyl (S)-2-amino-3-(4-(3-(4-(8-chloro-5,6-dihydro-11H-benzo[5,6]cyclohepta[1,2-b]pyridin-11-ylidene)piperidin-1-yl)propoxy)phenyl)propanoate trihydrochloride Cl.Cl.Cl.N[C@H](C(=O)OC1CCCC1)CC1=CC=C(C=C1)OCCCN1CCC(CC1)=C1C2=C(CCC=3C1=NC=CC3)C=C(C=C2)Cl